OC1=C(C(=C2C(=N1)CC(C2)(C)C)C2=C1C=NN(C1=CC=C2C)C2OCCCC2)C#N 2-hydroxy-6,6-dimethyl-4-(5-methyl-1-(tetrahydro-2H-pyran-2-yl)-1H-indazol-4-yl)-6,7-dihydro-5H-cyclopenta[b]pyridine-3-carbonitrile